benzyl (4-chloro-2-methoxyphenyl) sulfoxide ClC1=CC(=C(C=C1)S(=O)CC1=CC=CC=C1)OC